FC=1C(=CC2=NC3=C(C4=NC5=CC(=C(C=C5N=C4C4=C3N=C3C=C(C(=CC3=N4)F)F)F)F)N=C2C1)F 2,3,8,9,14,15-Hexafluorodiquinoxalino[2,3-a:2',3'-c]phenazine